Diethyl (4-(8-(4-bromophenethyl)-2,6-dioxo-1-(prop-2-yn-1-yl)-1,2,6,7-tetrahydro-3H-purin-3-yl)butyl)phosphonate BrC1=CC=C(CCC2=NC=3N(C(N(C(C3N2)=O)CC#C)=O)CCCCP(OCC)(OCC)=O)C=C1